FC=1C(=C(C=CC1)[C@@H]1N=C(NC(=C1C(=O)OCC)C12C3C4C5(C3C1C5C24)C(=O)OC)C=2SC=CN2)C |o1:7| (4S*)-ethyl 4-(3-fluoro-2-methylphenyl)-6-((2R,3R,4R,5S)-4-(methoxycarbonyl)cuban-1-yl)-2-(thiazol-2-yl)-1,4-dihydropyrimidine-5-carboxylate